FC(OC1=NC=CC(=C1)CNC(=O)N[C@H]1[C@H]2CCC[C@H]2[C@H]1O)F |r| 1-[[2-(difluoromethoxy)pyridin-4-yl]methyl]-3-[rac-(1R,5S,6S,7R)-7-hydroxy-6-bicyclo[3.2.0]heptanyl]urea